ClC=1C(=CC2=C(N=C(O2)NC=2C=C(C(=O)NO)C=C(C2)F)C1)Cl 3-((5,6-dichlorobenzo[d]oxazol-2-yl)amino)-5-fluoro-N-hydroxybenzamide